4-(((R)-1-(3-(difluoromethyl)-2-fluorophenyl)ethyl)amino)-6-((1S,4s)-1-imino-4-methoxy-1-oxidohexahydro-1λ6-thiopyran-4-yl)-8-methylpyrido[2,3-d]pyrimidin-7(8H)-one FC(C=1C(=C(C=CC1)[C@@H](C)NC=1C2=C(N=CN1)N(C(C(=C2)C2(CCS(CC2)(=O)=N)OC)=O)C)F)F